C(C)(=O)OC1C(OC2=C(C1=O)C(=C(C(=C2)O)OC)O)C2=CC(=C(C=C2)O)O 2-(3,4-dihydroxyphenyl)-5,7-dihydroxy-6-methoxy-4-oxo-3,4-dihydro-2H-1-benzopyran-3-yl acetate